6-(((1S,2S,4S)-2-(dimethyl-amino)-4-(2-methyl-5-(trifluoromethyl)phenyl)-cyclohexyl)oxy)-2-methyl-N-(pyrimidin-4-yl)pyridine-3-sulfonamide CN([C@@H]1[C@H](CC[C@@H](C1)C1=C(C=CC(=C1)C(F)(F)F)C)OC1=CC=C(C(=N1)C)S(=O)(=O)NC1=NC=NC=C1)C